5-(octyl((2-oxoethoxy)carbonyl)amino)heptyl pentanoate C(CCCC)(=O)OCCCCC(CC)N(C(=O)OCC=O)CCCCCCCC